CC=1C(=C2C=NNC2=CC1)C=1C=C2C3=C(N=CN=C3C1)N1[C@H](CO2)CN(CC1)C(C=C)=O 1-[(8aS)-5-(5-Methyl-1H-indazol-4-yl)-8a,9,11,12-tetrahydropyrazino[2',1':3,4][1,4]-oxazepino[5,6,7-de]quinazolin-10(8H)-yl]prop-2-en-1-one